2-(cyanomethyl)-4-octylbenzoic acid C(#N)CC1=C(C(=O)O)C=CC(=C1)CCCCCCCC